C12CN(CC2C1)C1=NC2=C(C=C(C=C2C(N1C)=O)C)[C@@H](C)NC=1C(=NC(=CC1)Cl)C(=O)O 3-(((1R)-1-(2-(3-azabicyclo[3.1.0]hexan-3-yl)-3,6-dimethyl-4-oxo-3,4-dihydroquinazolin-8-yl)ethyl)amino)-6-chloropicolinic acid